ethyl 2-((4-((S)-2-(4-chloro-2-fluorophenyl)-2-methylbenzo[d][1,3]dioxol-4-yl)piperidin-1-yl)methyl)-1-(((S)-oxetan-2-yl)methyl)-4-(trifluoromethyl)-1H-imidazole-5-carboxylate ClC1=CC(=C(C=C1)[C@@]1(OC2=C(O1)C=CC=C2C2CCN(CC2)CC=2N(C(=C(N2)C(F)(F)F)C(=O)OCC)C[C@H]2OCC2)C)F